tert-butyl (S)-(1-((4-(2,4-difluorophenoxy)-3-(6-methyl-7-oxo-1-tosyl-6,7-dihydro-1H-pyrrolo[2,3-c]pyridin-4-yl)phenyl)amino)-1-oxopropane-2-yl)carbamate FC1=C(OC2=C(C=C(C=C2)NC([C@H](C)NC(OC(C)(C)C)=O)=O)C=2C3=C(C(N(C2)C)=O)N(C=C3)S(=O)(=O)C3=CC=C(C)C=C3)C=CC(=C1)F